2-(3,3-Difluorocyclopentyl)-N-(5,6-dihydro-4H-cyclopenta[d]thiazol-2-yl)-2-(4-(2-methyl-2H-tetrazol-5-yl)phenyl)acetamide FC1(CC(CC1)C(C(=O)NC=1SC2=C(N1)CCC2)C2=CC=C(C=C2)C=2N=NN(N2)C)F